Cl.CC1(CNCC1)CN (3-Methylpyrrolidin-3-yl)methanamine hydrochloride